(3-chloroazetidin-1-yl)(6-(3-(6,7-dihydropyrazolo[1,5-a]pyrimidin-4(5H)-yl)-7,8-dihydro-1,6-naphthyridin-6(5H)-yl)-5-methylpyridazin-3-yl)methanone ClC1CN(C1)C(=O)C=1N=NC(=C(C1)C)N1CC=2C=C(C=NC2CC1)N1C=2N(CCC1)N=CC2